FC(CC(C)(C)[N-]C(C)C)(F)F (2,2,2-trifluoroethyl)N,N-diisopropylamide